rac-5-(aminomethyl)-5-(1,5-dimethyl-1H-pyrazol-4-yl)imidazolidine-2,4-dione hydrochloride Cl.NC[C@@]1(C(NC(N1)=O)=O)C=1C=NN(C1C)C |r|